[2-[2-[2-[2-[2-[2-[2-(4-amino-3-methoxy-pyrazol-1-yl)ethoxy]ethoxy] ethoxy]ethoxy]ethoxy]ethoxy]ethyl]carbamate NC=1C(=NN(C1)CCOCCOCCOCCOCCOCCOCCNC([O-])=O)OC